C1(CCCC1)OC1=NC=CC=C1C1=CC(=C(C(=C1)F)/C=C/CN1CC(NS1(=O)=O)=O)F 5-[(E)-3-[4-[2-(cyclopentyloxy)-3-pyridinyl]-2,6-difluoro-phenyl]allyl]-1,1-dioxo-1,2,5-thiadiazolidin-3-one